ClC1=C(C=CC=C1)N1N=C(C=C1C1=CC(=CC(=C1)OCC)OCC)C(=O)OC Methyl 1-(2-chlorophenyl)-5-(3,5-diethoxyphenyl)-1H-pyrazole-3-carboxylate